N-methyl-N-(2-hydroxy-propyl)-p-toluidine CN(C1=CC=C(C=C1)C)CC(C)O